4-(2-chloro-4-fluorophenyl)-5-(2-chloro-5-methoxyphenyl)-1,3-dimethyl-2(1H)-pyridone ClC1=C(C=CC(=C1)F)C1=C(C(N(C=C1C1=C(C=CC(=C1)OC)Cl)C)=O)C